boric acid, cyanide B(C#N)(C#N)C#N